C(=O)[C@@H]1C[C@@]2(CN1C([C@H](CC(C)C)N(C(OCC1=CC=CC=C1)=O)C)=O)C(NC1=CC=C(C=C12)C)=O benzyl ((S)-1-((3R,5'S)-5'-formyl-5-methyl-2-oxospiro[indoline-3,3'-pyrrolidin]-1'-yl)-4-methyl-1-oxopentan-2-yl)(methyl)carbamate